O1C2=C(OCC1)C=C(C=C2)C(=O)NC=2C=CC(=C(C2)NC(=O)C2=CN1C(S2)=NC(=C1)CN1CCN(CC1)CC)F N-(5-(2,3-Dihydrobenzo[b][1,4]dioxine-6-carboxamido)-2-fluorophenyl)-6-((4-ethylpiperazin-1-yl)methyl)imidazo[2,1-b]thiazole-2-carboxamide